tert-Butyl 4-(4-(2-chloro-5-fluoropyrimidin-4-yl)-3-methyl-1H-pyrazol-1-yl)piperidine-1-carboxylate ClC1=NC=C(C(=N1)C=1C(=NN(C1)C1CCN(CC1)C(=O)OC(C)(C)C)C)F